Ethyl 2-(2,6-dibromo-4-((5-oxo-4-(4-(trifluoromethoxy)phenyl)-4,5-dihydro-1H-1,2,4-triazol-1-yl)meth-yl)phenoxy)-2-methylpropionate BrC1=C(OC(C(=O)OCC)(C)C)C(=CC(=C1)CN1N=CN(C1=O)C1=CC=C(C=C1)OC(F)(F)F)Br